N-[3-[[5-cyclopropyl-2-[3-(morpholin-4-ylmethyl)anilino]pyrimidin-4-yl]amino]propyl]cyclobutanecarboxamide C1(CC1)C=1C(=NC(=NC1)NC1=CC(=CC=C1)CN1CCOCC1)NCCCNC(=O)C1CCC1